N-(5-chloro-3-fluoropyridin-2-yl)-1,8-dihydropyrrolo[3,2-g]indole-3-sulfonamide ClC=1C=C(C(=NC1)NS(=O)(=O)C1=CNC2=C1C=CC=1C=CNC21)F